1-(pyridazin-3-yl)pyrrolidin methyl-2-chloro-4-fluoro-5-((5S,8R)-1-fluoro-6,7,8,9-tetrahydro-5H-5,8-epiminocyclohepta[c]pyridine-10-carboxamido)benzoate COC(C1=C(C=C(C(=C1)NC(=O)N1[C@H]2CC[C@@H]1CC=1C(=NC=CC12)F)F)Cl)=O.N1=NC(=CC=C1)N1CCCC1